tert-butyl (cyclopropylmethyl)((3R)-1-(1-(1-(4-(5-methoxypyridin-3-yl)-1H-1,2,3-triazol-1-yl)ethyl)-2-oxo-1,2-dihydropyridin-4-yl)piperidin-3-yl)carbamate C1(CC1)CN(C(OC(C)(C)C)=O)[C@H]1CN(CCC1)C1=CC(N(C=C1)C(C)N1N=NC(=C1)C=1C=NC=C(C1)OC)=O